COC1=C(OC2=CC(=CC(=C2C1=O)OC)OC)C1=CC(=C(C=C1)OC)OC 3,5,7,3',4'-pentamethoxyflavone